ethyl [(3-{2-chloro-4-fluoro-5-[3-methyl-2,6-dioxo-4-(trifluoromethyl)-3,6-dihydropyrimidine-1(2H)-yl]phenoxy}pyridin-2-yl)oxy]acetate ClC1=C(OC=2C(=NC=CC2)OCC(=O)OCC)C=C(C(=C1)F)N1C(N(C(=CC1=O)C(F)(F)F)C)=O